3-(pyridine-2-yl)acrylic acid N1=C(C=CC=C1)C=CC(=O)O